CC1=C(OC=2C(=CC(N(C2)C)=O)C=2C3=C(C(N(C2)C)=O)N(C(=C3)C(=O)OCC)S(=O)(=O)C3=CC=C(C)C=C3)C(=CC=C1)C Ethyl 4-(5-(2,6-dimethylphenoxy)-1-methyl-2-oxo-1,2-dihydropyridin-4-yl)-6-methyl-7-oxo-1-tosyl-6,7-dihydro-1H-pyrrolo[2,3-c]pyridine-2-carboxylate